Cl.Cl.N1(CCNCC1)S(=O)(=O)C1=CC=C(C=C1)C1C(C1)C(=O)N 2-(4-(piperazin-1-ylsulfonyl)phenyl)cyclopropane-1-carboxamide dihydrochloride